COC=1C=C2C(=NC=NC2=CC1OC)N[C@H](C)C1=CC=CC2=CC=CC=C12 6,7-dimethoxy-N-[(1R)-1-(1-naphthyl)ethyl]quinazolin-4-amine